3-[4-[5-chloro-6-oxo-2-(4-pyridyl)-1H-pyrimidin-4-yl]piperidine-1-carbonyl]benzonitrile ClC1=C(N=C(NC1=O)C1=CC=NC=C1)C1CCN(CC1)C(=O)C=1C=C(C#N)C=CC1